3,4,5,6,7,8-hexahydropyrido[4,3-d]pyrimidine N1=CNCC2=C1CCNC2